N-[1-[3-chloro-5-[(7S)-6-[2,5-difluoro-3-(1H-pyrazol-4-yl)benzoyl]-2,7-dimethyl-5,7-dihydro-4H-pyrazolo[3,4-c]pyridin-3-yl]phenyl]cyclopropyl]methanesulfonamide ClC=1C=C(C=C(C1)C=1N(N=C2[C@@H](N(CCC21)C(C2=C(C(=CC(=C2)F)C=2C=NNC2)F)=O)C)C)C2(CC2)NS(=O)(=O)C